C(CCCCCCCC)C=1C(=C(C(=O)O)C=CC1)N.C(CCCCCCCC)C1(C(=O)O)C(N)C=CC=C1.NC1=C(C(=O)NC23CCC(CC2)(CC3)O)C=C(C=N1)C1=CC=C(C=C1)[C@]13CN(C[C@@H]3C1)C1CCOCC1 2-amino-N-(4-hydroxybicyclo[2.2.2]oct-1-yl)-5-(4-((1s,5r)-3-(tetrahydro-2H-pyran-4-yl)-3-azabicyclo[3.1.0]hex-1-yl)phenyl)nicotinamide 1-nonyl-anthranilate (nonyl-2-aminobenzoate)